NC1=NC(N(C=C1F)[C@@H]1O[C@]2([C@H](O[C@H]2[C@H]1O)F)CO)=O 4-amino-5-fluoro-1-((1R,3R,4R,5S,7R)-7-fluoro-4-hydroxy-1-(hydroxymethyl)-2,6-dioxabicyclo[3.2.0]heptan-3-yl)pyrimidin-2(1H)-one